(S)-7-(1-acryloylpyrrolidin-3-yl)-4-amino-5-((3,5-dimethoxyphenyl)ethynyl)-7H-pyrrolo[2,3-d]pyrimidine-6-carbonitrile C(C=C)(=O)N1C[C@H](CC1)N1C(=C(C2=C1N=CN=C2N)C#CC2=CC(=CC(=C2)OC)OC)C#N